COCC1CCCCC1 4-(methoxymethyl)cyclohexane